FC=1C=CC(=NC1)NC1=NN(C2=C1C=NC(=C2)C(=O)N2CCOCCC2)CS(=O)(=O)C [3-(5-fluoro-pyridin-2-ylamino)-1-methylsulfonylmethyl-1H-pyrazolo[4,3-c]pyridin-6-yl]-[1,4]oxaazepan-4-yl-methanone